6-Thioguanosine 5'-monophosphate P(=O)(O)(O)OC[C@@H]1[C@H]([C@H]([C@@H](O1)N1C=NC=2C(=S)NC(N)=NC12)O)O